tert-butyl (2-acetamido-5-(3-methoxypropyl)pyridin-4-yl)carbamate tert-Butyl-(2-acetamido-5-(3-methoxypropyl)pyridin-4-yl)carbamate C(C)(C)(C)N(C(O)=O)C1=CC(=NC=C1CCCOC)NC(C)=O.C(C)(=O)NC1=NC=C(C(=C1)NC(OC(C)(C)C)=O)CCCOC